(tert-butoxy)benzo[d]oxazole C(C)(C)(C)OC=1OC2=C(N1)C=CC=C2